NC1=C2C(=NC=N1)N(N=C2C2=CC(=C(C=C2)O)O)C(C)C=2OC1=CC=CC=C1C(C2C2=CC(=CC=C2)F)=O 2-(1-(4-Amino-3-(3,4-dihydroxyphenyl)-1H-pyrazolo[3,4-d]pyrimidin-1-yl)ethyl)-3-(3-Fluorophenyl)-4H-chromen-4-one